FC(C1=C(C=CC(=C1)C(F)(F)F)CO)(F)F (2,4-bis(trifluoromethyl)phenyl)methanol